3-(thiazole-5-yl)propanoic acid S1C=NC=C1CCC(=O)O